1-(4-Iodopyridin-2-yl)-3-ethylurea IC1=CC(=NC=C1)NC(=O)NCC